BrC1=C(OC=2C1=NC(=CC2I)Cl)C([C@H](C)NC(OC(C)(C)C)=O)O tert-butyl N-[(2S)-1-{3-bromo-5-chloro-7-iodofuro[3,2-b]pyridin-2-yl}-1-hydroxypropan-2-yl]carbamate